FC1=CC(=C(C=C1F)B(OO)OO)O (4,5-difluoro-2-hydroxyphenyl)dihydroxyboronic acid